4-methylphenylsulfonyl-2-naphthalenesulfonyl-diazomethane Tert-butyl-(R)-(1-(3-hydroxyphenyl)ethyl)carbamate C(C)(C)(C)N(C(O)=O)[C@H](C)C1=CC(=CC=C1)O.CC1=CC=C(C=C1)S(=O)(=O)C(=[N+]=[N-])S(=O)(=O)C1=CC2=CC=CC=C2C=C1